1,5,7-trimethyl-4-oxo-N-(5-phenoxypyridin-2-yl)-4,5-dihydro-1H-pyrrolo[3,2-c]pyridine-3-carboxamide CN1C=C(C=2C(N(C=C(C21)C)C)=O)C(=O)NC2=NC=C(C=C2)OC2=CC=CC=C2